2,6,8-decatrienoic acid C(C=CCCC=CC=CC)(=O)O